ClC=1C(=CC(=NC1)N1CCC(CC1)CO)I (1-(5-chloro-4-iodopyridin-2-yl)piperidine-4-yl)methanol